(2S)-N-[4-(3-pyridyloxy)phenyl]pyrrolidine-2-carboxamide dihydrochloride Cl.Cl.N1=CC(=CC=C1)OC1=CC=C(C=C1)NC(=O)[C@H]1NCCC1